NC1=C(C=CC=C1Br)C(C)=O 1-(2-amino-3-bromophenyl)ethan-1-one